ClC1=C(C=C(CNC(C(=O)OCC)=O)C=C1)F ethyl 2-(4-chloro-3-fluorobenzylamino)-2-oxoacetate